N-(3-Triethoxysilylpropyl)-2-hydroxy-propanamid C(C)O[Si](CCCNC(C(C)O)=O)(OCC)OCC